C(C)(C)(C)OC(=O)N1CC2(CC(C2)O)CC1.C(C)OC(C)NC(CCCC)=O N-(1-ethoxyethyl)valeramide tertbutyl-trans-2-hydroxy-6-azaspiro[3.4]octane-6-carboxylate